(±)-2-((2-Chloro-4-(4-(3-chlorophenyl)-trans-2,3-dimethylpiperazine-1-carbonyl)phenyl)sulfinyl)-1-(3,4-difluorophenyl)ethan-1-one ClC1=C(C=CC(=C1)C(=O)N1[C@H]([C@@H](N(CC1)C1=CC(=CC=C1)Cl)C)C)[S@](=O)CC(=O)C1=CC(=C(C=C1)F)F |&1:24|